2-chloro-5-(3,3-dimethylbut-1-ynyl)-N-methyl-pyrimidin-4-amine ClC1=NC=C(C(=N1)NC)C#CC(C)(C)C